FC1=C(C(=CC=C1)OC)C=1C=C2C(=CN1)NN=C2C=2C(=NN(C2)C)C(=O)N (5-(2-fluoro-6-methoxyphenyl)-1H-pyrazolo[3,4-c]pyridin-3-yl)-1-methyl-1H-pyrazole-3-carboxamide